4-(((Z)-3-(4-fluorophenyl)-4-oxo-5-((Z)-2-oxoindoline-3-ylidene)-thiazolidin-2-ylidene)amino)benzenesulphonamide FC1=CC=C(C=C1)N1/C(/S\C(\C1=O)=C\1/C(NC2=CC=CC=C12)=O)=N/C1=CC=C(C=C1)S(=O)(=O)N